ClC1=CC(=NC=C1)C(CCN1CCCC1)NC(=O)C=1SC(=CN1)C1=NC(=CN=C1)OCC N-[1-(4-chloropyridin-2-yl)-3-(pyrrolidin-1-yl)propyl]-5-(6-ethoxypyrazin-2-yl)-1,3-thiazole-2-carboxamide